C(C)(C)(C)OC(=O)N1CC2=C(CC1)N(N=C2C(=O)O)C2=C(C=C(C=C2)C(C)C)C 5-(tert-butoxycarbonyl)-1-(4-isopropyl-2-methylphenyl)-4,5,6,7-tetrahydro-1H-pyrazolo[4,3-c]pyridine-3-carboxylic acid